CN1C(=C(C(C=C1C)=O)O)C(NC(C)=S)C=1SC2=C(N1)C=CC(=C2)[N+](=O)[O-] 1,6-dimethyl-2-((6-nitro-2-benzothiazolyl)-thioacetamidomethyl)-3-hydroxy-4-pyridone